N-((1S)-2,2-dicyclopropyl-1-(6-((5-fluoro-5-methyl-2-oxopiperidin-3-yl)methyl)imidazo[1,2-b]pyridazin-2-yl)ethyl)-1-ethyl-1H-pyrazole-5-carboxamide C1(CC1)C([C@@H](C=1N=C2N(N=C(C=C2)CC2C(NCC(C2)(C)F)=O)C1)NC(=O)C1=CC=NN1CC)C1CC1